2-(3-(TRIFLUOROMETHOXY)PHENYL)-5-(TRIFLUOROMETHYL)PYRIDINE-4-BORONIC ACID FC(OC=1C=C(C=CC1)C1=NC=C(C(=C1)B(O)O)C(F)(F)F)(F)F